COC(=O)C1CC(=NO1)C1=CC=CC=C1 3-phenyl-4,5-dihydroisoxazole-5-carboxylic acid methyl ester